COC(=O)C1=CC(=C(O[C@@H]2CN(CC2)C(=O)OC(C)(C)C)C=C1)C1=CC2=CC=CC=C2C=C1 tert-butyl (S)-3-(4-(methoxycarbonyl)-2-(naphthalen-2-yl)phenoxy)pyrrolidine-1-carboxylate